2-(2'-chloro-[1,1'-biphenyl]-2-yl)-4,6-diphenyl-1,3,5-triazine ClC1=C(C=CC=C1)C1=C(C=CC=C1)C1=NC(=NC(=N1)C1=CC=CC=C1)C1=CC=CC=C1